(1-(4-Bromophenyl)cyclopropyl)-5-(2-(dimethyl-amino)ethoxy)-2-methylbenzamide BrC1=CC=C(C=C1)C1(CC1)C=1C(=C(C(=O)N)C=C(C1)OCCN(C)C)C